5,7-dichloro-1-(tetrahydro-2H-pyran-2-yl)-1H-pyrazolo[4,3-d]pyrimidine ClC=1N=C(C2=C(N1)C=NN2C2OCCCC2)Cl